benzo[d]imidazoyl-methanamine N1=C(NC2=C1C=CC=C2)C(=O)CN